(1S,2R)-7-difluoromethanesulfonyl-2-[(5R)-5H-imidazo(4,3-a)isoindol-5-yl]-7-azaspiro[3.5]nonan-1-ol FC(S(=O)(=O)N1CCC2(C[C@@H]([C@@H]2O)[C@H]2N3C(C4=CC=CC=C24)=CN=C3)CC1)F